C(C)OC(C(=O)C1=CN(C(C=C1)=O)C)=O 2-(1-methyl-6-oxo-1,6-dihydropyridin-3-yl)-2-oxoacetic acid ethyl ester